2-(2-{[(4-benzyl-2-methyl-1H-imidazol-5-yl)methyl]amino}ethyl)-N-[(3-fluoropyridin-2-yl)methyl]-[1,3]oxazolo[4,5-c]pyridin-4-amine C(C1=CC=CC=C1)C=1N=C(NC1CNCCC=1OC2=C(C(=NC=C2)NCC2=NC=CC=C2F)N1)C